(6-bromo-2-methylpyridin-3-yl)oxyl-2-methylpropan-2-amine BrC1=CC=C(C(=N1)C)OCC(C)(N)C